5-[(2R)-4-(3,5-dichlorothiophene-2-carbonyl)-2-ethylpiperazin-1-yl]-2'-ethoxy-N-[(3R)-1-methylpyrrolidin-3-yl]-[2,3'-bipyridine]-6-carboxamide ClC1=C(SC(=C1)Cl)C(=O)N1C[C@H](N(CC1)C=1C=CC(=NC1C(=O)N[C@H]1CN(CC1)C)C=1C(=NC=CC1)OCC)CC